fluoro-p-acetoxybenzoic acid FC1=C(C(=O)O)C=CC(=C1)OC(C)=O